N1-((trans)-2-(pyridin-3-yl)cyclopropyl)cyclohexane-1,4-diamine N1=CC(=CC=C1)[C@H]1[C@@H](C1)NC1CCC(CC1)N